O=C1NC(CCC1N1C(C2=CC=CC(=C2C1=O)F)=O)=O 2-(2,6-dioxopiperidine-3-yl)-4-fluoroisoindoline-1,3-dione